Methyl 5-cyclopentyl-2-methyl-2H-1,2,6-thiadiazine-3-carboxylate 1,1-dioxide C1(CCCC1)C=1C=C(N(S(N1)(=O)=O)C)C(=O)OC